2-((tert-butyldimethylsilyl)oxy)-2-phenyl-N'-(pyridin-2-yl)acethydrazide [Si](C)(C)(C(C)(C)C)OC(C(=O)NNC1=NC=CC=C1)C1=CC=CC=C1